4-amino-1-(6-aminopyridin-3-yl)-7-bromo-2-oxo-1,2-dihydroquinoline-3-carboxylic acid methyl ester COC(=O)C=1C(N(C2=CC(=CC=C2C1N)Br)C=1C=NC(=CC1)N)=O